2-(2-chloro-3',5'-difluoro-[1,1'-biphenyl]-3-yl)-N-((1R,6S)-2,2-difluoro-6-(4-isopropylpiperazin-1-yl)cyclohexyl)acetamide ClC1=C(C=CC=C1CC(=O)N[C@H]1C(CCC[C@@H]1N1CCN(CC1)C(C)C)(F)F)C1=CC(=CC(=C1)F)F